C(C)(=O)O[Si](C=C)(OC(C)=O)OC(C)=O Triacetoxy(vinyl)silane